D-Prolinol N1[C@H](CCC1)CO